COCC1(N(CCCCN(CCNCCCN(CCNC1)C)C)COC)C bis(methoxymethyl)-2,7,14-trimethyl-1,4,7,11,14-pentaazacyclooctadecane